methyl 4-amino-5-((2-fluorobenzoyl-4-chlorophenyl) amino)-5-oxopentanoate NC(CCC(=O)OC)C(=O)NC1=C(C=C(C=C1)Cl)C(C1=C(C=CC=C1)F)=O